CC=1C=C(C=C(C1CC=1N=NC(=C(C1)C(C)C)Cl)C)B1OC(C)(C)C(C)(C)O1 3,5-dimethyl-4-((6-chloro-5-isopropylpyridazin-3-yl)methyl)phenylboronic acid pinacol ester